5-[2-(2-hydroxyacetamido)imidazo[1,2-b]pyridazin-6-yl]-2,6-dimethylpyridine-3-carboxamide OCC(=O)NC=1N=C2N(N=C(C=C2)C=2C=C(C(=NC2C)C)C(=O)N)C1